ClC1=C(C=C(C=C1)C1(OC1)C1=CC=CC=C1)C=1C(=CC=C(C1F)N1N=CC=C1)C#N 2'-chloro-6-fluoro-5'-(2-phenyloxiran-2-yl)-5-(1H-pyrazol-1-yl)-[1,1'-biphenyl]-2-carbonitrile